5-(5-((1S,2R)-2-isopropylcyclopropyl)-6-carbonyl-1,6-Dihydropyridazin-3-yl)pyrimidine-2,4(1H,3H)-dione C(C)(C)[C@@H]1[C@H](C1)C1=CC(=NNC1=C=O)C=1C(NC(NC1)=O)=O